(2Z)-2,3-dibromobut-2-ene-1,4-diyl dipropionate C(CC)(=O)OC/C(=C(\COC(CC)=O)/Br)/Br